O=C1NC=C(C(N1)=O)C1=CC(=C(N=N1)C#N)N1C[C@@H](CC1)C 6-(2,4-dioxo-1H-pyrimidin-5-yl)-4-[(3R)-3-methylpyrrolidin-1-yl]pyridazine-3-carbonitrile